(2S)-2-[4-bromo-2-(4-butoxy-4,5-dihydroisoxazol-3-yl)phenoxy]-3-methylbutanoic acid ethyl ester C(C)OC([C@H](C(C)C)OC1=C(C=C(C=C1)Br)C1=NOCC1OCCCC)=O